(2,4-dioxo-5-(7-((1S,2S)-2-(1-(2,2,2-trifluoroethyl)-1H-indazol-6-yl)cyclopropyl)pyrazolo[1,5-a]pyrimidin-5-yl)-3,4-dihydropyrimidin-1(2H)-yl)methyl dihydrogen phosphate P(=O)(OCN1C(NC(C(=C1)C1=NC=2N(C(=C1)[C@@H]1[C@H](C1)C1=CC=C3C=NN(C3=C1)CC(F)(F)F)N=CC2)=O)=O)(O)O